C(C1CO1)OC[Si](OCCC)(OCCC)OCCC glycidoxymethyl-tripropoxysilane